C1CN2CC3=C(CC2C4=CC(=C(C=C41)O)O)C=CC(=C3O)O The molecule is a berberine alkaloid that is berbine substituted by hydroxy groups at positions 2, 3, 9 and 10. It has a role as a metabolite. It is a berberine alkaloid, a polyphenol and an organic heterotetracyclic compound. It derives from a berbine.